ethyl 1-cyanocyclobutanecarboxylate C(#N)C1(CCC1)C(=O)OCC